1,3-phenylenebis((4-fluorophenyl)methanone) C1(=CC(=CC=C1)C(=O)C1=CC=C(C=C1)F)C(=O)C1=CC=C(C=C1)F